C(C)(C)(C)OC(CC(C(=O)NCCO)NC(=O)OC(C)(C)C)=O 3-((tert-butoxycarbonyl)amino)-4-((2-hydroxyethyl)amino)-4-oxobutanoic acid tert-butyl ester